N-((1H-benzotriazole-1-yl)methyl)-N,N-dimethylethyl-ammonium chloride [Cl-].N1(N=NC2=C1C=CC=C2)C[N+](C)(C)CC